1-(3-cyano-4,5-dimethylfuran-2-yl)-2,5-Dimethyl-1H-pyrrole-3-carboxylic acid C(#N)C1=C(OC(=C1C)C)N1C(=C(C=C1C)C(=O)O)C